nitropyridin-2-amin [N+](=O)([O-])C=1C(=NC=CC1)N